3-ethynyl-2,4-difluoro-1,5-dimethoxy-benzene C(#C)C=1C(=C(C=C(C1F)OC)OC)F